C(C)(=O)OCC1=C(C(=CC=C1CC1NC(CC2=CC(=C(C=C12)OCC1=CC=CC=C1)OC)([2H])[2H])OCC1=CC=CC=C1)OC 3-(benzyloxy)-6-((7-(benzyloxy)-6-methoxy-1,2,3,4-tetrahydroisoquinolin-1-yl-3,3-d)Methyl)-2-methoxybenzyl acetate